5-(3-(difluoromethyl)imidazo[1,2-b]pyridazin-6-yl)-N-((1-methylpiperidin-4-yl)methyl)-7H-pyrrolo[2,3-d]pyrimidin-2-amine FC(C1=CN=C2N1N=C(C=C2)C2=CNC=1N=C(N=CC12)NCC1CCN(CC1)C)F